(E)-N-((1,2,3,6,7,8-Hexahydro-as-indacen-4-yl)carbamoyl)-2-(1-(methylsulfonyl)pyrrolidin-2-yl)ethen-1-sulfonamid C1CCC2=C(C=C3CCCC3=C12)NC(=O)NS(=O)(=O)\C=C\C1N(CCC1)S(=O)(=O)C